OC=1C=C(C=C(C1O)O)CC=C 3-(3,4,5-trihydroxyphenyl)-1-propene